O[C@@]1(C(N(CC1)C)=O)C#CC1=CC(=CC=C1)C=1C=CC=2N=CN=CC2N1 (R)-3-Hydroxy-1-methyl-3-((3-(pyrido[3,2-d]pyrimidin-6-yl)phenyl)ethynyl)pyrrolidin-2-one